C1=CC=CC=2C3=CC=CC=C3C(C12)COC(=O)N[C@H](C(=O)O)CC1=CC=C(C=C1)C=1C=NN(C1)CCCC(=O)N(C)C (S)-2-((((9H-fluoren-9-yl)methoxy)carbonyl)amino)-3-(4-(1-(4-(dimethylamino)-4-oxobutyl)-1H-pyrazol-4-yl)phenyl)propanoic acid